FC1=NC(=C2N=CN(C2=N1)C1OCC1)NCC1=CC(=CC=C1)C(=O)OC 2-fluoro-6-{[3-(methoxycarbonyl)benzyl]amino}-9-(oxetan-2-yl)-9H-purine